C(#N)C1CC2(C1)C[C@H](N(CC2)CC2=C1C=CNC1=C(C=C2C#N)C)C2=CC=C(C(=O)NCC1COC1)C=C2 4-((2R,4s,6S)-2-cyano-7-((5-cyano-7-methyl-1H-indol-4-yl)methyl)-7-azaspiro[3.5]nonan-6-yl)-N-(oxetan-3-ylmethyl)benzamide